5-(pyrazolo[1,5-a]pyrimidin-5-yl)-7H-pyrrolo[2,3-d]pyrimidin-4-amine N1=CC=C2N1C=CC(=N2)C2=CNC=1N=CN=C(C12)N